C(CCCCCCCCCCCCCCC)C(C(=O)O)CCCCCCCCCCCCCC.C(CCCCCCCCCCCCCCC)(=O)OC(CCCCCCCCCCCCCCC)=O palmitoyl palmitate (PALMITYL PALMITATE)